isooctyl 3-pyrroline-1-carboxylate N1(CC=CC1)C(=O)OCCCCCC(C)C